NC1=NC=C(C(=C1)N1C[C@H](CCC1)O)C=1C=NN(C1)C(C)C (S)-1-(2-Amino-5-(1-isopropyl-1H-pyrazol-4-yl)pyridin-4-yl)piperidin-3-ol